tert-butyl[4,4'-bipiperidine]-1-carboxylate C(C)(C)(C)OC(=O)N1CCC(CC1)C1CCNCC1